C(CCC\C=C\C\C=C/CC=CCC=CCC=CCC)(=O)O trans-cis-5,8,11,14,17-eicosapentaenoic acid